C1(=CC=CC=C1)C(N1CCN(CC1)CC=1N=NN(C1)C1=CC=CC=C1)C1=CC=CC=C1 1-diphenylmethyl-4-((1-phenyl-1H-1,2,3-triazole-4-yl)methyl)piperazine